O=C1C(=C(C=NN1)NC(C)C)C(F)(F)F 2-((6-oxo-5-(trifluoromethyl)-1,6-dihydropyridazin-4-yl)amino)propane